C1(CC1)S(=O)(=O)NC=1SC=C(N1)C(C(=O)NC1=NC=C(C=C1)C1=CC(=CC=C1)OC)(C)C 2-(2-(cyclopropanesulfonylamino)thiazol-4-yl)-N-(5-(3-methoxyphenyl)pyridin-2-yl)-2-methylpropanamide